1-(3-bromo-5-methoxyphenyl)-3-(3,5-difluoro-2-hydroxymethylphenyl)urea BrC=1C=C(C=C(C1)OC)NC(=O)NC1=C(C(=CC(=C1)F)F)CO